2-(2-(1H-benzimidazol-2-yl)ethyl)-N4-(2-(4-methylpiperazin-1-yl)ethyl)-6-phenyl-1,3,5-triazine-2,4-diamine N1C(=NC2=C1C=CC=C2)CCC2(NC(=NC(=N2)NCCN2CCN(CC2)C)C2=CC=CC=C2)N